diborolane B1=BCCC1